COC1OC(C=C1C(=O)OC)OC methyl 2,5-dimethoxy-2,5-dihydrofuran-3-carboxylate